C[C@]1(CN(C[C@@H]1N(CC1=CC=CC=C1)[C@@H](C)C1=CC=CC=C1)CC1=CC=CC=C1)C(=O)OC(C)(C)C tert-butyl (3R,4R)-3-methyl-4-[[(1S)-1-phenyl ethyl]-(phenylmethyl)amino]-1-(phenylmethyl)pyrrolidine-3-carboxylate